NC1=CC=C2C=CN(C2=C1OC)C(=O)OC(C)(C)C tert-Butyl 6-amino-7-methoxy-1H-indole-1-carboxylate